3-(thiazol-2-yl)cyclohex-2-en-1-one S1C(=NC=C1)C1=CC(CCC1)=O